C(C1=CC=CC=C1)[N]CC1=CC=CC=C1 dibenzyl-nitrogen